(1R,2S)-2-{3-[(2,3-dihydrofuro[2,3-c]pyridin-7-yl)amino]-1H-indazol-6-yl}-5'-methoxyspiro[cyclopropane-1,3'-indol]-2'(1'H)-one O1CCC=2C1=C(N=CC2)NC2=NNC1=CC(=CC=C21)[C@@H]2C[C@@]21C(NC2=CC=C(C=C12)OC)=O